N-[(S)-1-(3,5-dimethoxyphenyl)ethyl]-4-[5-(hydroxymethyl)-1,4-diazepan-1-yl]-8-methoxy-6-methyl-1,7-diaza-3-naphthamide COC=1C=C(C=C(C1)OC)[C@H](C)NC(=O)C=1C=NC2=C(N=C(C=C2C1N1CCNC(CC1)CO)C)OC